(3S,4R)-4-((5-chloro-4-(9-fluoro-1,4-dimethyl-1,2,3,4-tetrahydrobenzo[4,5]imidazo[1,2-a]pyrimidin-7-yl)pyrimidin-2-yl)amino)tetrahydro-2H-pyran-3-ol ClC=1C(=NC(=NC1)N[C@H]1[C@@H](COCC1)O)C1=CC2=C(N=C3N2C(CCN3C)C)C(=C1)F